O=C(CCS)CCC(CCS)=O 3,6-dioxo-1,8-octanedithiol